tert-Butyl (±)-4-(3-((2,6-dioxopiperidin-3-yl)amino)phenyl)-3-oxopiperazine-1-carboxylate O=C1NC(CC[C@H]1NC=1C=C(C=CC1)N1C(CN(CC1)C(=O)OC(C)(C)C)=O)=O |r|